tert-butyl N-[[2-methyl-4-[2-[[(1S,2S)-2-methylcyclopropanecarbonyl]amino]-4-pyridyl]phenyl]methyl]carbamate CC1=C(C=CC(=C1)C1=CC(=NC=C1)NC(=O)[C@@H]1[C@H](C1)C)CNC(OC(C)(C)C)=O